ethyl 5-chlorosulfonyl-2-(2-trimethylsilylethoxymethyl)pyrazole-3-carboxylate ClS(=O)(=O)C=1C=C(N(N1)COCC[Si](C)(C)C)C(=O)OCC